C(C)OC(=O)C1(C(C2=C(OC3=C2C=CC=C3)C1)C1=CC=C(C=C1)OC)C(=O)OCC 1-(4-methoxyphenyl)-1,3-dihydro-2H-cyclopenta[b]Benzofuran-2,2-dicarboxylic acid diethyl ester